C(C)(C)(C)N1N=C(C=C1NC([O-])=O)[C@@H]1C[C@@H]([C@@H](C1)F)O[Si](C)(C)C(C)(C)C (1-(tert-butyl)-3-((1R,3S,4R)-3-((tert-butyldimethylsilyl)oxy)-4-fluorocyclopentyl)-1H-pyrazol-5-yl)carbamate